(1R,4R,7R)-2-{2-[1-(cyclopropylmethyl)-6-[4-(ethanesulfonyl)phenyl]-1H-pyrrolo[2,3-b]pyridin-2-yl]-7-methoxy-1-methyl-1H-1,3-benzodiazole-5-carbonyl}-2-azabicyclo[2.2.1]heptan-7-amine C1(CC1)CN1C(=CC=2C1=NC(=CC2)C2=CC=C(C=C2)S(=O)(=O)CC)C2=NC1=C(N2C)C(=CC(=C1)C(=O)N1[C@@H]2CC[C@H](C1)[C@H]2N)OC